N-(6-((1H-imidazol-4-yl)methoxy)-2,2-dimethyl-2,3-dihydrobenzofuran-5-yl)pyrazolo[1,5-a]pyrimidine-3-carboxamide N1C=NC(=C1)COC1=CC2=C(CC(O2)(C)C)C=C1NC(=O)C=1C=NN2C1N=CC=C2